10-hydroxy-4,6,8-trimethylundecyl heptyloxymethyl ether C(CCCCCC)OCOCCCC(CC(CC(CC(C)O)C)C)C